2-chloro-4-methyl-5-(methylsulfonyl)pyridine ClC1=NC=C(C(=C1)C)S(=O)(=O)C